tri(ethoxy)butynyl-silane C(C)OC(CC#C[SiH3])(OCC)OCC